N-(2,6-difluoro-3-(5-(6-(trifluoromethyl)pyridin-3-yl)-1H-pyrrolo[2,3-b]pyridine-3-carbonyl)phenyl)propane-1-sulfonamide FC1=C(C(=CC=C1C(=O)C1=CNC2=NC=C(C=C21)C=2C=NC(=CC2)C(F)(F)F)F)NS(=O)(=O)CCC